tert-butyl 4-((3-fluorophenyl)((7-(5-(trifluoromethyl)-1,3,4-oxadiazol-2-yl)imidazo[1,2-a]pyridine-2-yl)methyl)carbamoyl)piperazine-1-carboxylate FC=1C=C(C=CC1)N(C(=O)N1CCN(CC1)C(=O)OC(C)(C)C)CC=1N=C2N(C=CC(=C2)C=2OC(=NN2)C(F)(F)F)C1